1-(3-mercaptopropyl)-2-(3-mercaptopropyloxy)benzene SCCCC1=C(C=CC=C1)OCCCS